ClC=1C=CC(=C(C1)C1=CC(=CN=N1)NC1=C2C(=NC=C1)N(C(=C2)C(=O)NCCN2CCN(CC2)C)COCC[Si](C)(C)C)F 4-{[6-(5-chloro-2-fluorophenyl)pyridazin-4-yl]amino}-N-[2-(4-methylpiperazin-1-yl)ethyl]-1-{[2-(trimethylsilyl)ethoxy]methyl}-1H-pyrrolo[2,3-b]pyridine-2-carboxamide